PhenylAcetic Acid tert-Butyl-4-((2-aminopyridin-3-yl)ethynyl)piperidine-1-carboxylate C(C)(C)(C)OC(=O)N1CCC(CC1)C#CC=1C(=NC=CC1)N.C1(=CC=CC=C1)CC(=O)O